1-(2-Chloro-6-methylpyridin-4-yl)azetidin-3-yl 4-(azetidin-1-yl)-2-methyl-5,7-dihydro-6H-pyrrolo[3,4-d]pyrimidine-6-carboxylate N1(CCC1)C=1C2=C(N=C(N1)C)CN(C2)C(=O)OC2CN(C2)C2=CC(=NC(=C2)C)Cl